1-(2-((4,6-dimethylpyrimidin-2-yl)thio)-4-(trifluoromethyl)-phenyl)-N,N-dimethylpiperidin-4-amine CC1=NC(=NC(=C1)C)SC1=C(C=CC(=C1)C(F)(F)F)N1CCC(CC1)N(C)C